5-cyano-3-hydroxy-2-methylisonicotinic acid C(#N)C1=CN=C(C(=C1C(=O)O)O)C